5-Chloro-7-((2,3-dichlorophenyl)(pyridin-2-ylamino)methyl)quinolin-8-ol ClC1=C2C=CC=NC2=C(C(=C1)C(NC1=NC=CC=C1)C1=C(C(=CC=C1)Cl)Cl)O